OCC1CN(CCN1)C(=O)OC(C)(C)C tert-Butyl 3-(hydroxymethyl)piperazine-1-carboxylate